COC(C1=C(C(=C(C=C1)C(F)(F)F)S(=O)C)F)=O 2-fluoro-3-methylsulfinyl-4-(trifluoromethyl)benzoic acid methyl ester